2,2,3,3-Tetramethyl-aziridin CC1(NC1(C)C)C